C(C)(C)(C)C1=NN(C(N1C)=O)C1=CC(=C(C(=O)NC2=C(C=CC=C2F)F)C=C1F)O[C@H](C(F)(F)F)C 4-(3-tert-butyl-4-methyl-5-oxo-4,5-dihydro-1H-1,2,4-triazol-1-yl)-N-(2,6-difluorophenyl)-5-fluoro-2-{[(2S)-1,1,1-trifluoropropan-2-yl]oxy}benzamide